(E)-3-nitro-N'-(1-(pyridin-3-yl)ethylidene)benzohydrazide [N+](=O)([O-])C=1C=C(C(=O)N/N=C(\C)/C=2C=NC=CC2)C=CC1